C(C)(C)(C)C1=CC(=NC=C1)C1=NC=CC(=C1)C(C)(C)C 4,4'-diTert-butyl-2,2'-bipyridine